ClC1=C(CNC(=O)C2C=3C=CC=NC3C(CC2)O)C=CC=C1C(F)(F)F N-(2-chloro-3-(trifluoro-methyl)benzyl)-8-hydroxy-5,6,7,8-tetrahydro-quinoline-5-carboxamide